C1(=CC=CC=C1)P(=CC(=O)OC(C)(C)C)(C1=CC=CC=C1)C1=CC=CC=C1 tert-butyl 2-(triphenyl-λ5-phosphaneylidene)acetate